FC1=C(C(=O)NCC=2N=CN(C2)C2=CC=C(C=C2)C2=NOC(=N2)C(F)(F)F)C=CC=C1 2-fluoro-N-((1-(4-(5-(trifluoromethyl)-1,2,4-oxadiazol-3-yl)phenyl)-1H-imidazol-4-yl)methyl)benzamide